(4-((4-bromobenzyl)amino)-7-methoxy-1,8-naphthyridin-3-yl)methanol BrC1=CC=C(CNC2=C(C=NC3=NC(=CC=C23)OC)CO)C=C1